FC=1C=CC(=NC1)C(=O)NC(OC1=CC=CC=C1)=O Phenyl [(5-fluoropyridin-2-yl)carbonyl]carbamate